C(C)OP(=O)(OCC)CC(C(=O)OCC)=NO ethyl 3-(diethoxyphosphoryl)-2-(hydroxyimino)propanoate